2-Phenoxyethoxyethylmethacrylat O(C1=CC=CC=C1)CCOCCOC(C(=C)C)=O